2-[4,7,10-tris(2-tert-butoxy-2-oxoethyl)-1,4,7,10-tetraazacyclododecan-1-yl]acetamide C(C)(C)(C)OC(CN1CCN(CCN(CCN(CC1)CC(OC(C)(C)C)=O)CC(OC(C)(C)C)=O)CC(=O)N)=O